FC(OC1=CC(=C(C=C1)C1=C2C(=C(N=N1)N[C@H]1CN(CCC1)C(=O)OC(C)(C)C)COCC2)OCOC)F tert-butyl (3R)-3-({1-[4-(difluoromethoxy)-2-(methoxymethoxy)phenyl]-7,8-dihydro-5H-pyrano[3,4-d]pyridazin-4-yl}amino)piperidine-1-carboxylate